FC(C1=C(COC2=C(C=C(C=C2)\C=C(\C(=O)NO)/C(F)(F)F)OC)C=CC(=C1)C(F)(F)F)(F)F (Z)-3-(4-((2,4-bis(trifluoromethyl)benzyl)oxy)-3-methoxyphenyl)-N-hydroxy-2-(trifluoromethyl)acrylamide